COC(=O)C1=NC=CC=C1C(=O)OC Pyridine-2,3-dicarboxylic acid dimethyl ester